3-[2-({4-azaspiro[2.5]octan-6-yl}amino)-5-(trifluoromethyl)pyrimidin-4-yl]-7-(2-methoxyethyl)-1H,4H,5H,6H,7H,8H-pyrrolo[2,3-c]azepin-8-one C1CC12NCC(CC2)NC2=NC=C(C(=N2)C2=CNC=1C(N(CCCC12)CCOC)=O)C(F)(F)F